3-((8-fluoro-7-(8-fluoronaphthalen-1-yl)-2-((hexahydro-1H-pyrrolizin-7a-yl)methoxy)pyrido[4,3-d]pyrimidin-4-yl)amino)bicyclo[1.1.1]pentan-1-ol FC1=C(N=CC2=C1N=C(N=C2NC21CC(C2)(C1)O)OCC12CCCN2CCC1)C1=CC=CC2=CC=CC(=C12)F